ethyl 4-(cyclopropyloxy)pyrimidine-5-carboxylate C1(CC1)OC1=NC=NC=C1C(=O)OCC